N-[1-(2-methylphenyl)-3-phenylpropan-2-yl]methanimine CC1=C(C=CC=C1)CC(CC1=CC=CC=C1)N=C